2,4-dichloro-s-triazine ClC1=NC=NC(=N1)Cl